C(C1=CC=CC=C1)OC(=O)N[C@H](C(=O)O)C(C)OC(C)(C)C (S)-2-benzyloxycarbonylamino-3-tert-butoxy-butyric acid